9-(1-bromoethyl)-7-methyl-2-(2-methyl-2H-indazol-5-yl)-4H-pyrido[1,2-a]pyrimidin-4-one BrC(C)C1=CC(=CN2C1=NC(=CC2=O)C2=CC1=CN(N=C1C=C2)C)C